CC=1N=C(N2N=C(C=C(C21)C=2C=C(C#N)C=CC2)N2[C@@H](COCC2)C)C2=CC=NN2 (R)-3-(5-methyl-2-(3-methylmorpholino)-7-(1H-pyrazol-5-yl)imidazo[1,5-b]pyridazin-4-yl)benzonitrile